FC(C(=O)N1CC2=C(CC1)SC=C2)(F)F 5-(2,2,2-Trifluoroacetyl)-4,5,6,7-tetrahydrothieno[3,2-c]pyridine